NC1(CCCC1)COC=1C=C(C=C(C1C#N)SC)C1=CN=C2N1C(=CC(=C2)Cl)C#N 3-(3-((1-aminocyclopentyl)methoxy)-4-cyano-5-(methylthio)phenyl)-7-chloroimidazo[1,2-a]pyridine-5-carbonitrile